((3-(pyrrolidin-1-yl)propanoyl) azanediyl)bis(heptane-7,1-diyl) bis(5-pentyldecanoate) C(CCCC)C(CCCC(=O)OCCCCCCCN(CCCCCCCOC(CCCC(CCCCC)CCCCC)=O)C(CCN1CCCC1)=O)CCCCC